ClC1=CC(=CC2=C1N=C(S2)N2CC=1NC3=CC=C(C=C3C1CC2)Cl)O 4-chloro-2-(6-chloro-1,3,4,9-tetrahydro-2H-pyrido[3,4-b]indol-2-yl)-1,3-benzothiazol-6-ol